Cl.BrC=1C=C(C(=NC1)C(N)=N)SCC 5-bromo-3-(ethylthio)picolinimidamide hydrochloride